bromoethane format C(=O)O.BrCC